6-((2-((5R)-1,7-diazaspiro[4.5]dec-7-yl)-1H-benzoimidazol-1-yl)methyl)-3-pyridinecarbonitrile N1CCC[C@@]12CN(CCC2)C2=NC1=C(N2CC2=CC=C(C=N2)C#N)C=CC=C1